2-{bis[3,4-bis(mercaptomethylthio)-6-mercapto-2,5-dithiahexylthio]methyl}-1,3-dithiacyclobutane SCSC(SCSC(C1SCS1)SCSC(C(SCS)SCS)SCS)C(SCS)SCS